5-({1-[(tert-butyldiphenylsilyl)oxy]-3-methoxypropan-2-yl}oxy)-4-(2,6-dimethoxyphenyl)-N-[5-(5-acetamidopyrazol-1-yl)-1,3,4-thiadiazol-2-yl]-6-oxopyran-2-carboxamide [Si](C1=CC=CC=C1)(C1=CC=CC=C1)(C(C)(C)C)OCC(COC)OC1=C(C=C(OC1=O)C(=O)NC=1SC(=NN1)N1N=CC=C1NC(C)=O)C1=C(C=CC=C1OC)OC